CC(CC(C(=O)N1CC2(CC2)C[C@H]1C(=O)N[C@@H](C[C@H]1C(NCC1)=O)C(COC(F)(F)F)=O)N=O)C (6S)-5-(4-methyl-2-nitrosopentanoyl)-N-((S)-3-oxo-1-((S)-2-oxopyrrolidin-3-yl)-4-(trifluoromethoxy)butan-2-yl)-5-azaspiro[2.4]heptane-6-carboxamide